3-[2-(methylamino)pyridin-4-yl]-7-[(1S)-1-[(2r,4r)-2-(aminomethyl)-6-oxo-5-oxa-7-azaspiro[3.4]octan-7-yl]ethyl]-1H-indole-2-carboxylic acid CNC1=NC=CC(=C1)C1=C(NC2=C(C=CC=C12)[C@H](C)N1C(OC2(CC(C2)CN)C1)=O)C(=O)O